BrC=1C=C(C=CC1)[C@@H](C)NC1=NC(=NC2=CC(=C(C=C12)OC)OCCCCCC(=O)NCC=1SC=C2C1CN(C2=O)C2C(NC(CC2)=O)=O)C 6-((4-(((R)-1-(3-bromophenyl)ethyl)amino)-6-methoxy-2-methylquinazolin-7-yl)-oxy)-N-((5-(2,6-dioxopiperidin-3-yl)-4-oxo-5,6-dihydro-4H-thieno[3,4-c]pyrrol-1-yl)-methyl)hexanamide